methyl (2S)-2-amino-2-(1-phenyl-4-piperidyl)acetate N[C@H](C(=O)OC)C1CCN(CC1)C1=CC=CC=C1